5-[4-(4-methoxy-phenyl)-1,3-oxazol-2-yl]-1-(propan-2-yl)-1H-1,2,3-benzotriazole COC1=CC=C(C=C1)C=1N=C(OC1)C1=CC2=C(N(N=N2)C(C)C)C=C1